C(C)C=1C=NC(=NC1)N1CCC(CC1)C(C)OC=1SC2=NC(=CC=C2N1)C1=CC=C(C=C1)S(=O)(=O)C 2-(1-(1-(5-ethylpyrimidin-2-yl)piperidin-4-yl)ethoxy)-5-(4-(methylsulfonyl)phenyl)thiazolo[5,4-b]pyridin